C(CCCCCCCCCCCCCCCCC)OC(CCC1=CC(=C(C(=C1)C(C)(C)C)O)C(C)(C)C)=O Octadecyl-3-(3,5-di-tert-butyl-4-Hydroxyphenyl)propionate